BrC1=NC=CC(=C1F)C1=CC=2C(N(CC(C2N1)CCO)C(=O)[O-])=O 2-(2-bromo-3-fluoropyridin-4-yl)-7-(2-hydroxyethyl)-4-oxo-1,4,6,7-tetrahydro-5H-pyrrolo[3,2-c]pyridine-5-carboxylate